2-(3-fluoro-1,3-dihydroxypropan-2-yl)-3-oxo-6-[4-(trifluoromethyl)phenyl]-2,3-dihydropyridazine-4-carboxamide FC(C(CO)N1N=C(C=C(C1=O)C(=O)N)C1=CC=C(C=C1)C(F)(F)F)O